(1s,3s)-N-(4-chloro-5-cyclohexyl-1,3-thiazol-2-yl)-3-(cyanoamino)-1-fluorocyclobutane-1-carboxamide ClC=1N=C(SC1C1CCCCC1)NC(=O)C1(CC(C1)NC#N)F